2-[4-(2,6-Dichlorobenzenesulfonyl)-1-piperazinyl]thiazole-5-carboxylic acid ClC1=C(C(=CC=C1)Cl)S(=O)(=O)N1CCN(CC1)C=1SC(=CN1)C(=O)O